rac-ethyl 2-((4aR,7aS)-4-(6-((4-chloro-2-fluorobenzyl)oxy)pyridin-2-yl)hexahydrofuro[3,4-b]pyrazin-1(2H)-yl)acetate ClC1=CC(=C(COC2=CC=CC(=N2)N2[C@@H]3[C@H](N(CC2)CC(=O)OCC)COC3)C=C1)F |r|